hydroxy-2'-methylacetophenone OCC(=O)C1=C(C=CC=C1)C